1,1-difluoro-N-phenylpropane-2-imine FC(C(C)=NC1=CC=CC=C1)F